1-(4-acryloylpiperazin-1-yl)-6-benzyl-3-(2-fluoropyridin-4-yl)-5,6,7,8-tetrahydro-2,6-naphthyridine-4-carbonitrile C(C=C)(=O)N1CCN(CC1)C1=NC(=C(C=2CN(CCC12)CC1=CC=CC=C1)C#N)C1=CC(=NC=C1)F